8-bromo-3,7-dichloroquinoline BrC=1C(=CC=C2C=C(C=NC12)Cl)Cl